BrC=1C=C(C=CC1OCOC)/C=C/C=1SC2=C(N1)C=C(C(=C2)N(C(C)C)CCOCCF)C (E)-2-(3-bromo-4-(methoxymethoxy)phenylvinyl)-N-(2-(2-fluoroethoxy)ethyl)-N-isopropyl-5-methylbenzothiazol-6-amine